FC=1C=CC(=NC1)N1CCN(C2=CC=CC=C12)C(=O)OC(C)(C)C tert-butyl 4-(5-fluoropyridin-2-yl)-3,4-dihydroquinoxaline-1(2H)-carboxylate